benzyl (2S)-4-hydroxypyrrolidine-2-carboxylate OC1C[C@H](NC1)C(=O)OCC1=CC=CC=C1